2-(quinolin-2-ylmethyl)hexahydro-2H-pyrazino[1,2-a]pyrazine-6,9-dione N1=C(C=CC2=CC=CC=C12)CN1CC2N(CC1)C(CNC2=O)=O